C(C(C)(C)C)(=O)NC1=CC(=NC=N1)NC=1C=C2C=NNC2=CC1OC 5-(6-pivaloylaminopyrimidin-4-ylamino)-6-methoxy-1H-indazole